NC1=NN2C(C=C(C=C2)C=2C(=NC=3CCN(C(C3C2)=O)CC2=C(C=CC(=C2)OC(F)(F)F)F)Cl)=N1 3-(2-amino-[1,2,4]triazolo[1,5-a]pyridin-7-yl)-2-chloro-6-(2-fluoro-5-(trifluoromethoxy)benzyl)-7,8-dihydro-1,6-naphthyridin-5(6H)-one